CN(C(/C=C/CC[C@H](C(=O)NC=1C(N(C=CC1)CC1=CC2=NC(=C(C(=C2N1)CC(C)C)F)C)=O)CN(C([O-])=O)C)=O)C (S,E)-7-(Dimethylamino)-1-((1-((6-fluoro-7-isobutyl-5-methyl-1H-pyrrolo[3,2-b]pyridin-2-yl)methyl)-2-oxo-1,2-dihydropyridin-3-yl)amino)-1,7-dioxohept-5-en-2-yl-dimethylcarbamat